tert-Butyl 3,3-diethyl-2-phenyl-2,3-dihydro-1H-benzo[d][1,3]azasilole-1-carboxylate C(C)[Si]1(C(N(C2=C1C=CC=C2)C(=O)OC(C)(C)C)C2=CC=CC=C2)CC